2-(4-methoxyphenyl)pyrrolidine-3-carboxylic acid COC1=CC=C(C=C1)C1NCCC1C(=O)O